3-decyl-3-methylimidazolium chloride [Cl-].C(CCCCCCCCC)[N+]1(C=NC=C1)C